N-(3-((tert-butyldimethylsilyl)oxy)-2,6-dichlorophenyl)-2-chloro-4-methoxypyrimidine-5-carboxamide [Si](C)(C)(C(C)(C)C)OC=1C(=C(C(=CC1)Cl)NC(=O)C=1C(=NC(=NC1)Cl)OC)Cl